naphthyridinecarbonitrile N1=C(C=CC2=CC=CN=C12)C#N